FC=1C=C(C=CC1CN1C(=NC=C1)C)C1=C(SC(=C1)CC(C)C)S(=O)(=O)NC(NCCCC(F)(F)F)=O 3-(3-{3-fluoro-4-[(2-methyl-1H-imidazol-1-yl)methyl]phenyl}-5-isobutyl-2-thienylsulfonyl)-1-(4,4,4-trifluorobutyl)urea